propane-1,3-diyl dipentanoate C(CCCC)(=O)OCCCOC(CCCC)=O